CN(C([C@H]([C@H](CC)C)NC(=O)[C@@H]1N(CCCC1)C)=O)[C@H](C[C@@H](OC)C=1SC=C(N1)C(=O)NC(CC(C(=O)[O-])C)CC1=CC=CC=C1)C(C)C 4-(2-((1R,3R)-3-((2s,3s)-N,3-dimethyl-2-((R)-1-methylpiperidine-2-carboxamido) pentanamido)-1-methoxy-4-methylpentyl) thiazole-4-carboxamido)-2-methyl-5-phenylpentanoate